FC=1C=CC2=C(NC(=NS2(=O)=O)NCC2=CC(=CC=C2)F)C1[C@@H](C)C1=CC=CC=C1 (S)-6-fluoro-3-((3-fluorobenzyl)amino)-5-(1-phenylethyl)-4H-benzo[e][1,2,4]thiadiazine 1,1-dioxide